CN1N=C(C=C1)C(=O)N 1-methyl-1H-pyrazole-3-carboxamide